3-[5-amino-2-(2-[4-[2-(3,3-difluoro-3-phosphonopropoxy)ethoxy]-2-methylphenyl]ethyl)benzo[f]1,7-naphthyridin-8-yl]propanoic acid NC1=NC2=C(C=3C=C(C=NC13)CCC1=C(C=C(C=C1)OCCOCCC(P(=O)(O)O)(F)F)C)C=CC(=C2)CCC(=O)O